bis[(2,4-dimethoxyphenyl)methyl](4-bromo-2-pyridinesulfonyl)amine COC1=C(C=CC(=C1)OC)CN(S(=O)(=O)C1=NC=CC(=C1)Br)CC1=C(C=C(C=C1)OC)OC